p-nitrobenzyl-imidazole [N+](=O)([O-])C1=CC=C(CC=2NC=CN2)C=C1